((trimethylsilyl)ethynyl)-magnesium bromide C[Si](C)(C)C#C[Mg]Br